ClC=1C=C(C=CC1F)NC(=O)C=1C=CC=C2C1CN(S2(=O)=O)CCO N-(3-chloro-4-fluorophenyl)-2-(2-hydroxyethyl)-2,3-dihydrobenzo[d]isothiazole-4-carboxamide 1,1-dioxide